6-(5-chloro-2-{[(2,4-dimethoxyphenyl)methyl](oxan-4-yl)amino}pyrimidin-4-yl)-2-(2-hydroxyethyl)-2,3-dihydro-1H-isoindol-1-one ClC=1C(=NC(=NC1)N(C1CCOCC1)CC1=C(C=C(C=C1)OC)OC)C1=CC=C2CN(C(C2=C1)=O)CCO